tetra-sec-butylthiuram disulfide C(C)(CC)N(C(SSC(N(C(C)CC)C(C)CC)=S)=S)C(C)CC